C(C1=CC=CC=C1)N[C@H]1[C@@H]2[C@H]([C@@H]2CC1)C(=O)OCC |o1:8| rel-ethyl (1S,5R,6S)-2-(benzylamino)bicyclo[3.1.0]hexane-6-carboxylate